6-chloro-1H-benzo[d][1,2,3]triazol-1-yl (2-(pyridin-2-yldisulfanyl) ethyl) carbonate C(ON1N=NC2=C1C=C(C=C2)Cl)(OCCSSC2=NC=CC=C2)=O